1-t-butoxycarbonyl-2-(1-hydroxyethyl)piperazine 1-(tert-butoxycarbonyl)-4,4-difluoropyrrolidin-3-yl-(1S)-1-(4-fluorophenyl)-3,4-dihydroisoquinoline-2(1H)-carboxylate C(C)(C)(C)OC(=O)N1CC(C(C1)(F)F)OC(=O)N1[C@H](C2=CC=CC=C2CC1)C1=CC=C(C=C1)F.C(C)(C)(C)OC(=O)N1C(CNCC1)C(C)O